C(C)(CC)N(CCC(C(C=C)=C)=C)C(C)CC 1-di-sec-butylamino-3,4-dimethylenehex-5-ene